IC1=C(C=CC2=CC=CC=C12)Cl 1-iodo-2-chloronaphthalene